morpholino(1-(3-phenyl-1,2,4-oxadiazol-5-yl)piperidin-4-yl)methanone O1CCN(CC1)C(=O)C1CCN(CC1)C1=NC(=NO1)C1=CC=CC=C1